N1N=CC=2C1=NC=CC2N2C[C@@H](CC2)C2CC21N(CCC(C1)C(=O)N)C(=O)C1=NNC(=C1)C1=CC(=NC=C1F)OC ((S)-1-(1H-pyrazolo[3,4-b]pyridin-4-yl)pyrrolidin-3-yl)-4-(5-(5-fluoro-2-methoxypyridin-4-yl)-1H-pyrazole-3-carbonyl)-4-azaspiro[2.5]octane-7-carboxamide